cyanomethylmethyl(4-pyridyl)carbamodithioate C(#N)CSC(N(C1=CC=NC=C1)C)=S